Cl.C1(CC1)CC(N)C1=CC(=C(C=C1)C)F 2-cyclopropyl-1-(3-fluoro-4-methyl-phenyl)ethan-1-amine hydrochloride